O=C1C(=C(C=NN1)N1CCOCC1)C(F)(F)F 4-(6-oxo-5-(trifluoromethyl)-1,6-dihydropyridazin-4-yl)morpholin